ClC1=NC=CC2=CC3=C(C=C12)C=CC=C3 1-chlorobenzo[g]isoquinoline